ethyl 5-cyano-1-(4-fluorophenyl)-4,6-dimethyl-2-oxo-1,2-dihydropyridine-3-carboxylate C(#N)C=1C(=C(C(N(C1C)C1=CC=C(C=C1)F)=O)C(=O)OCC)C